tert-butyl (3R)-4-(3-(aminomethyl)-6-(8-oxa-3-azabicyclo[3.2.1]oct-3-yl) pyridazin-4-yl)-3-methylpiperazine-1-carboxylate NCC=1N=NC(=CC1N1[C@@H](CN(CC1)C(=O)OC(C)(C)C)C)N1CC2CCC(C1)O2